BrC=1C(=C2C(=NC1)N=CN2C)C 6-Bromo-1,7-dimethyl-1H-imidazo[4,5-b]pyridine